4-Amino-2,6-dichlorophenol NC1=CC(=C(C(=C1)Cl)O)Cl